FC(C(=O)O)(F)F.FC=1C=C(C#N)C=CC1COC1=NC(=CC=C1)NCC1NCCC1 3-fluoro-4-(((6-((pyrrolidin-2-ylmethyl)amino)pyridin-2-yl)oxy)methyl)benzonitrile trifluoroacetic acid salt